CC1=C(C(=O)C2=C([C@]3([C@@H]4[C@@H](N4C)CN3C2=C1[O-])O)COC(=O)N)OC The molecule is an organic anion obtained by removal of the acidic proton from position 8 of mitomycin B. It is the major microspecies at pH 7.3 (according to Marvin v 6.2.0.). It is a conjugate base of a mitomycin B.